carbonyliridium C(=O)=[Ir]